N1N=NN=C1C=1C=C(C=NC1)C=1C=C(C=CC1OC)O 3-(5-(1H-tetrazol-5-yl)pyridin-3-yl)-4-methoxyphenol